C(C)(C)(C)N1CC(C2(CC1)C1=C(OC2)C=2COC(C2C=C1)=O)=O tert-butyl-3',6-dioxo-6,8-dihydro-2H-spiro[benzo[2,1-b:3,4-c']difuran-3,4'-piperidine]